aluminum sulphate salt S(=O)(=O)([O-])[O-].[Al+3].S(=O)(=O)([O-])[O-].S(=O)(=O)([O-])[O-].[Al+3]